C1(CC1)OC1=CC(=C(C(=C1C#N)C=1N(N=CC1I)C)F)C#CC 6-(cyclopropoxy)-3-fluoro-2-(4-iodo-2-methyl-pyrazol-3-yl)-4-prop-1-ynyl-benzonitrile